C12(C3C4C5C3C1C5C24)C(=O)N2CCC(CC2)(C)N2N=CC(=C2)CNC2=C4C(N(C(C4=CC=C2)=O)C2C(NC(CC2)=O)=O)=O 4-(((1-(1-(cubane-1-carbonyl)-4-methylpiperidin-4-yl)-1H-pyrazol-4-yl)methyl)amino)-2-(2,6-dioxopiperidin-3-yl)isoindoline-1,3-dione